O1CCC(CC1)NC=1N=CC2=C(N1)NC=C2C2OC1=C(C(NC2)=O)C=CC=C1 (2-((tetrahydro-2H-pyran-4-yl)amino)-7H-pyrrolo[2,3-d]pyrimidin-5-yl)-3,4-dihydrobenzo[f][1,4]oxazepin-5(2H)-one